methylenebis(4-aminocyclohexane) C1CC(CCC1CC2CCC(CC2)N)N